FC1=C(C(=C(C(=C1F)F)F)F)CSCC(F)(F)F (2,2,2-trifluoroethyl) [(perfluorophenyl)methyl] sulfide